FC=1C=C(C=C(C1\C=C\OC)F)C1=CN(C(C2=CN=CC=C12)=O)C (E,Z)-4-(3,5-difluoro-4-(2-methoxyvinyl)phenyl)-2-methyl-2,7-naphthyridin-1(2H)-one